ClC=1SC2=C(C1)CC(CC2)N 2-chloro-4,5,6,7-tetrahydrobenzothiophen-5-amine